tert-butyl 4-[3-(p-tolylsulfonyloxy)propoxy]piperidine-1-carboxylate C1(=CC=C(C=C1)S(=O)(=O)OCCCOC1CCN(CC1)C(=O)OC(C)(C)C)C